N,N-Diglycidyl-4-glycidyloxyaniline C(C1CO1)N(C1=CC=C(C=C1)OCC1CO1)CC1CO1